4-amino-3-bromo-N,N-dimethyl-5-nitrobenzamide NC1=C(C=C(C(=O)N(C)C)C=C1[N+](=O)[O-])Br